NC=1C(=NC=C(N1)N1CCC2(CC1)[C@@H](C1=CC=CC=C1C2)N)SC=2C(=C(C(=CC2)C)P(C)(C)=O)Cl (S)-(3-((3-amino-5-(1-amino-1,3-dihydrospiro[indene-2,4'-piperidin]-1'-yl)pyrazin-2-yl)thio)-2-chloro-6-methylphenyl)dimethylphosphine oxide